C(C)OC(C=C=CC(C1=CC=CC=C1)OC(=O)C)=O 5-acetoxyl-5-phenylpenta-2,3-dienoic acid ethyl ester